CC(C(C(=O)OCCC(=C(F)F)F)N1N=C(C=C1)C(F)(F)F)C 3,4,4-trifluorobut-3-en-1-yl 3-methyl-2-(3-(trifluoromethyl)-1H-pyrazol-1-yl)butanoate